C(#N)[C@H](C[C@H]1C(NCCC1)=O)NC(=O)[C@H]1N(C[C@@H]2[C@H]1CC(C2)(F)F)C(=O)C=2NC1=C(C=CC(=C1C2)F)C(F)F (1S,3aS,6aR)-N-((S)-1-cyano-2-((S)-2-oxopiperidin-3-yl)ethyl)-2-(4-fluoro-7-difluoromethyl-1H-indole-2-carbonyl)-5,5-difluorooctahydrocyclopenta[c]pyrrole-1-carboxamide